2-(6-bromo-1-oxospiro[3H-isoquinoline-4,1'-cyclopropane]-2-yl)-N-(6-chloro-[1,2,4]triazolo[1,5-a]pyridin-2-yl)acetamide BrC=1C=C2C(=CC1)C(N(CC21CC1)CC(=O)NC1=NN2C(C=CC(=C2)Cl)=N1)=O